Bromo-3-(1-bromo-6,6-dimethyloct-7-yn-1-yl)benzene BrC1=CC(=CC=C1)C(CCCCC(C#C)(C)C)Br